C1(=CC=CC=C1)[C@H]1CCC=2N1C1=C(N2)C=CC(=C1)C=1C=NC(=NC1)N1CC2N(CC1)C(NC2)=O 7-(5-((R)-1-phenyl-2,3-dihydro-1H-benzo[d]pyrrolo[1,2-a]imidazol-7-yl)pyrimidin-2-yl)hexahydroimidazo[1,5-a]pyrazin-3(2H)-one